CS(=O)(=O)C=1N=CC2=C(N1)N(C(C=C2C#C[Si](C(C)C)(C(C)C)C(C)C)=O)C2CCC(CC2)NCC(C)C 2-methanesulfonyl-8-[(1s,4s)-4-[(2-methylpropyl)amino]cyclohexyl]-5-[2-(triisopropylsilyl)ethynyl]pyrido[2,3-d]pyrimidin-7-one